2-((2S)-1-Acryloyl-4-(7-(6-methoxy-3,4-dihydroquinolin-1(2H)-yl)-2-(2-(pyrrolidin-1-yl)ethoxy)-5,6,7,8-tetrahydroquinazolin-4-yl)piperazin-2-yl)acetonitrile C(C=C)(=O)N1[C@H](CN(CC1)C1=NC(=NC=2CC(CCC12)N1CCCC2=CC(=CC=C12)OC)OCCN1CCCC1)CC#N